C1(CC1)CC1=C(C=NN1C1COCCC1)C1=NC(=NC=C1)NC1CCC(CC1)N (1R,4R)-N1-(4-(5-(cyclopropylmethyl)-1-(tetrahydro-2H-pyran-3-yl)-1H-pyrazol-4-yl)pyrimidin-2-yl)cyclohexane-1,4-diamine